C(C)(=O)N[C@H](C(=O)O)CC L-2-ACETAMIDOBUTYRIC ACID